C(=C)N1CCC1 N-vinyl-azetidine